N1-(5,6-difluoro-1H-indol-3-yl)-N2-(2-methyl-3-(trifluoromethyl)phenyl)oxalamide FC=1C=C2C(=CNC2=CC1F)NC(C(=O)NC1=C(C(=CC=C1)C(F)(F)F)C)=O